C(C1=CC=CC=C1)OC=1C=C2C=CC(=C(C2=CC1)OC1=CC=C(OCCOCCOCCOCCC2N(CCNC2)C2=C3C(N(C(C3=CC=C2)=O)C2C(NC(CC2)=O)=O)=O)C=C1)C1=CC=C(C=C1)S(=O)(=O)C 4-(2-(2-(2-(2-(4-((6-(Benzyloxy)-2-(4-(methylsulfonyl)phenyl)naphthalen-1-yl)oxy)phenoxy)ethoxy)ethoxy)ethoxy)ethylpiperazine-1-yl)-2-(2,6-dioxopiperidin-3-yl)isoindoline-1,3-dione